C(C=C)(=O)N[C@@H]1C[C@@H](CC1)NC(=O)C=1SC=2N=CC=C3N(C(NC1C23)=O)C=2C=NC(=CC2)OC2=CC=CC=C2 N-((1R,3S)-3-Acrylamidocyclopentyl)-4-oxo-5-(6-phenoxypyridin-3-yl)-4,5-dihydro-3H-1-thia-3,5,8-triazaacenaphthylene-2-carboxamide